FC(C1(C(OCC1)=O)C)F 3-(difluoromethyl)-3-methyldihydrofuran-2(3H)-one